2-(3,4-dichlorobenzyl)-4-(3,4-dichlorophenyl)imidazole ClC=1C=C(CC=2NC=C(N2)C2=CC(=C(C=C2)Cl)Cl)C=CC1Cl